4-bromo-5-iodo-1H-1,2,3-triazole BrC=1N=NNC1I